C(C)C12COCN2COC1 5-Ethyl-3,7-dioxa-1-azabicyclo-[3.3.0]octan